(S)-tert-Butyl (2-oxo-2-((5'-((1-phenylethyl)amino)-[2,3'-bipyridin]-6-yl)amino)ethyl)(phenyl)carbamate O=C(CN(C(OC(C)(C)C)=O)C1=CC=CC=C1)NC1=CC=CC(=N1)C=1C=NC=C(C1)N[C@@H](C)C1=CC=CC=C1